tert-butyl (R)-3-((R)-hydroxy(4-(2-(methoxymethoxy)-4-(trifluoromethyl)phenyl)-6,7-dihydro-5H-cyclopenta[d]pyridazin-1-yl)methyl)piperidine-1-carboxylate O[C@H]([C@H]1CN(CCC1)C(=O)OC(C)(C)C)C1=NN=C(C2=C1CCC2)C2=C(C=C(C=C2)C(F)(F)F)OCOC